(4R)-4-(3-chloro-2-fluorophenyl)-5-fluoro-4-methyl-1-oxo-6-{[1-(pyridazine-3-carbonyl)azetidin-3-yl]amino}-3,4-dihydro-2,7-naphthyridin ClC=1C(=C(C=CC1)[C@]1(CNC(C2=CN=C(C(=C12)F)NC1CN(C1)C(=O)C=1N=NC=CC1)=O)C)F